1,3,4-Trimethylimidazolium CN1C=[N+](C(=C1)C)C